1-methyl-4-nitro-3-(oxetan-3-yloxy)-1H-pyrazole CN1N=C(C(=C1)[N+](=O)[O-])OC1COC1